5-(1-(2,2-difluoroethyl)-1H-benzo[d][1,2,3]triazol-6-yl)-6-fluoro-N-((3S,4R)-3-fluoro-1-methylpiperidin-4-yl)-4-methoxypyrrolo[2,1-f][1,2,4]triazin-2-amine FC(CN1N=NC2=C1C=C(C=C2)C=2C(=CN1N=C(N=C(C12)OC)N[C@H]1[C@H](CN(CC1)C)F)F)F